4-((2-bromopyridin-4-yl)(hydroxy)methyl)benzonitrile BrC1=NC=CC(=C1)C(C1=CC=C(C#N)C=C1)O